neopentyl glycol dimyristate C(CCCCCCCCCCCCC)(=O)OCC(C)(COC(CCCCCCCCCCCCC)=O)C